ClC1=C(C=C(C=C1)NC(CC(C1=CC(=CC(=C1)C(F)(F)F)C(F)(F)F)C(F)(F)F)=O)C(=O)NC1=C(C=C(C=C1)F)F N-[4-chloro-3-[[(2,4-difluorophenyl)amino]carbonyl]phenyl]-β,3,5-tris(trifluoromethyl)benzenepropanamide